Tertiary-butyl (6-chloro-5-fluoropyridin-3-yl)carbamate ClC1=C(C=C(C=N1)NC(OC(C)(C)C)=O)F